N1(CCOCC1)C1=CC=2N(C=C1)N=CC2N 5-morpholin-4-ylpyrazolo[1,5-a]pyridin-3-ylamine